N-[2-bromo-4-(1,1,1,2,3,3,3-heptafluoropropan-2-yl)-6-(trifluoromethyl)phenyl]-3-[N-(cyclopropylmethyl)-4-chlorobenzamido]-2-fluorobenzamide BrC1=C(C(=CC(=C1)C(C(F)(F)F)(C(F)(F)F)F)C(F)(F)F)NC(C1=C(C(=CC=C1)N(C(C1=CC=C(C=C1)Cl)=O)CC1CC1)F)=O